FC(C1=NN2C(N=C(C=C2NCC(C2=CC=C(C=C2)F)N2CC3(CN(C3)C(=O)N)CC2)C(F)(F)F)=C1)(F)F 6-(2-((2,5-bis(trifluoromethyl)pyrazolo[1,5-a]pyrimidin-7-yl)amino)-1-(4-fluorophenyl)ethyl)-2,6-diazaspiro[3.4]octane-2-carboxamide